C(C)(C)(C)OC([C@H](CC(C(=O)O)=C)NC(=O)OC(C)(C)C)=O (S)-5-(tert-butoxy)-4-((tert-butoxycarbonyl)amino)-2-methylene-5-oxopentanoic acid